N1(B=CC=C1)N [1,2]azaborol-1-amine